(S*)-N5-((6-((5,6,7,8-tetrahydroimidazo[1,2-a]pyridin-7-yl)methoxy)pyridin-3-yl)methyl)isoquinoline-1,5-diamine N=1C=CN2C1C[C@H](CC2)COC2=CC=C(C=N2)CNC=2C=1C=CN=C(C1C=CC2)N |o1:6|